methyl 4-{[(4-{[6-(5-chloro-2-fluorophenyl)-3-[2-(dimeth-ylamino)ethoxy]pyridazin-4-yl]amino}pyridin-2-yl)carbamoyl]methyl}-1-methylpiperazine-2-carboxylate ClC=1C=CC(=C(C1)C1=CC(=C(N=N1)OCCN(C)C)NC1=CC(=NC=C1)NC(=O)CN1CC(N(CC1)C)C(=O)OC)F